NC(C)C1=CC(=CC=C1)CN 1-α-Aminoethyl-3-aminomethyl-benzol